tert-butyl (1S,5R)-2-(2-((7-chloro-8-fluoro-4-hydroxy-2-(methylthio) pyrido[4,3-d]pyrimidin-5-yl) oxy) ethyl)-3,8-diazabicyclo[3.2.1]octane-8-carboxylate ClC1=C(C=2N=C(N=C(C2C(=N1)OCCC1[C@@H]2CC[C@H](CN1)N2C(=O)OC(C)(C)C)O)SC)F